N-(3-chloro-4-methylphenyl)-N-{4-[2-(2-chlorophenyl)acetylamino]pyridin-2-yl}acetamide ClC=1C=C(C=CC1C)N(C(C)=O)C1=NC=CC(=C1)NC(CC1=C(C=CC=C1)Cl)=O